5-aminotetrazolium hydrazine salt NN.NC=1N=NN[NH+]1